(2-ethoxypropoxy)-6,7-difluoro-4-oxo-1,4-dihydro-quinoline-3-carboxylic acid ethyl ester C(C)OC(=O)C1=CN(C2=CC(=C(C=C2C1=O)F)F)OCC(C)OCC